ClC1=CC=C(C=C1)C(N1C[C@@H](N(C[C@H]1C)C1=CC(N(C=2C=CC(=NC12)C#N)C)=O)C)C1=NC=CC(=C1)C 8-((2s,5r)-4-((4-chlorophenyl)(4-methylpyridin-2-yl)methyl)-2,5-dimethylpiperazin-1-yl)-5-methyl-6-oxo-5,6-dihydro-1,5-naphthyridine-2-carbonitrile